N-[9-[(2R,5R)-5-[[bis(4-methoxyphenyl)-phenyl-methoxy]methyl]-4-hydroxy-3-methoxy-tetrahydrofuran-2-yl]purin-6-yl]-N-isopropyl-benzamide COC1=CC=C(C=C1)C(OC[C@@H]1C(C([C@@H](O1)N1C2=NC=NC(=C2N=C1)N(C(C1=CC=CC=C1)=O)C(C)C)OC)O)(C1=CC=CC=C1)C1=CC=C(C=C1)OC